C(C=C)(=O)[O-].[Li+] lithium acrylate salt